1,3,5-tris(4-amino-3,5-diisopropylphenyl)benzene NC1=C(C=C(C=C1C(C)C)C1=CC(=CC(=C1)C1=CC(=C(C(=C1)C(C)C)N)C(C)C)C1=CC(=C(C(=C1)C(C)C)N)C(C)C)C(C)C